Methyl (1R,5R,7R)-6-(cyclopropanecarbonyl)-3-oxa-6-azabicyclo[3.2.1]octane-7-carboxylate C1(CC1)C(=O)N1[C@H]2COC[C@@H]([C@@H]1C(=O)OC)C2